C(C)(C)(C)OC(=O)N1C[C@H](CC1)OC1=NC=C(C2=CC(=NC=C12)Cl)C(C)(C)O (S)-3-((6-chloro-4-(2-hydroxy-propan-2-yl)-2,7-naphthyridin-1-yl)oxy)pyrrolidine-1-carboxylic acid tert-butyl ester